C12(CCC(CC1)C2)OC(C)OC(=O)C2C1C=CC(C2)C1 5-(1-(1-norbornyloxy)ethoxycarbonyl)-bicyclo[2.2.1]Hept-2-ene